tetramethyl-ethylamine hafnium [Hf].CC(C(N)(C)C)C